O=C1NC(CCC1N1C(C2=C(C=C(C=C2C1=O)CN1CCN(CC1)C1=C(C=C(C=C1)NC(C1=CC(=C(C=C1)C)C#CC1=CN=C2N1N=CC=C2)=O)C(F)(F)F)F)=O)=O N-(4-(4-((2-(2,6-dioxopiperidin-3-yl)-7-fluoro-1,3-dioxoisoindolin-5-yl)methyl)piperazin-1-yl)-3-(trifluoromethyl)phenyl)-3-(imidazo[1,2-b]pyridazin-3-ylethynyl)-4-methylbenzamide